C(#N)C1=CC=C(C=2N1N=CC2F)N2C[C@@]1(C[C@@]1(C2)C(F)(F)F)C2=NN=C(O2)CC2CN(C2)C(=O)OC(C)(C)C tert-butyl 3-((5-((1S,5R)-3-(7-cyano-3-fluoropyrazolo[1,5-a]pyridin-4-yl)-5-(trifluoromethyl)-3-azabicyclo[3.1.0]hexan-1-yl)-1,3,4-oxadiazol-2-yl)methyl)azetidine-1-carboxylate